C1(CCC1)CN1N=CC(=C1)S(=O)(=O)N 1-(cyclobutylmethyl)-1H-pyrazole-4-sulfonamide